2-(4-methyl-1-cyclohex-3-enyl)propan-2-yl acetate C(C)(=O)OC(C)(C)C1CC=C(CC1)C